1-vinyl-2-(phenoxycarbonyl)benzene C(=C)C1=C(C=CC=C1)C(=O)OC1=CC=CC=C1